(R)-9-(2-Methoxy-pyridin-4-yl)-2-((R)-3-methylmorpholin-4-yl)-6-trifluoromethyl-6,7,8,9-tetrahydro-pyrimido[1,2-a]-pyrimidin-4-one COC1=NC=CC(=C1)N1CC[C@@H](N2C1=NC(=CC2=O)N2[C@@H](COCC2)C)C(F)(F)F